C(C)C(CC1=C(C=CC=C1)CC(CCCC)CC)CCCC di(2-ethylhexyl)benzene